2-(3-chloro-4-fluorophenyl)-2-({4-[(2-oxo-2,3-dihydro-1H-imidazol-1-yl)methyl]-1H-1,3-benzodiazol-2-yl}amino)propyl 2,2-dimethylpropanoate CC(C(=O)OCC(C)(NC1=NC2=C(N1)C=CC=C2CN2C(NC=C2)=O)C2=CC(=C(C=C2)F)Cl)(C)C